FC1=CC=C2C3(C(NC2=C1F)=O)CC3 6',7'-difluorospiro[cyclopropane-1,3'-indoline]-2'-one